O1CCC(CC1)OC1=CC=C(CN(C([O-])=O)CC=2C=C3C(N(CC3=CC2)C2C(NC(CC2)=O)=O)=O)C=C1 4-((tetrahydro-2H-pyran-4-yl)oxy)benzyl((2-(2,6-dioxopiperidin-3-yl)-3-oxoisoindolin-5-yl)methyl)carbamate